C1(CC1)C1=NN2C(=NN(C(C2=C1)=O)CC(=O)N[C@H]1CN(CC[C@H]1O)CC)C(C)C 2-(2-cyclopropyl-7-isopropyl-4-oxopyrazolo[1,5-d][1,2,4]triazin-5(4H)-yl)-N-((3S,4R)-1-ethyl-4-hydroxypiperidin-3-yl)acetamide